3-[2-(2-{[(6-hydroxy-2,4-dioxo-1,2,3,4-tetrahydropyrimidin-5-yl)(4-hydroxyphenyl)methyl]amino}-4-oxo-4,5-dihydro-1,3-thiazol-5-yl)acetamido]benzoic acid OC1=C(C(NC(N1)=O)=O)C(C1=CC=C(C=C1)O)NC=1SC(C(N1)=O)CC(=O)NC=1C=C(C(=O)O)C=CC1